C1(CC1)C(C(F)(F)C=1C(=C(C=CC1)[C@@H](C)NC=1C2=C(N=C(N1)C)C=NC(=C2)SC)F)(C)O[Si](CC)(CC)CC N-[(1R)-1-(3-{2-cyclopropyl-1,1-difluoro-2-[(triethylsilyl)oxy]propyl}-2-fluorophenyl)ethyl]-2-methyl-6-(methylsulfanyl)pyrido[3,4-d]pyrimidin-4-amine